2-azabicyclo[3.1.0]hexane-4-carboxamide C12NCC(C2C1)C(=O)N